ClC1=C(C=CC=C1)[C@H]([C@H](C)C=1N(C(C(=C(N1)C(=O)NC=1C=NOC1)O)=O)C)C=1C=NN(C1C#N)C 2-((1r,2s)-1-(2-chlorophenyl)-1-(5-cyano-1-methyl-1H-pyrazol-4-yl)propan-2-yl)-5-hydroxy-N-(isoxazol-4-yl)-1-methyl-6-oxo-1,6-dihydropyrimidine-4-carboxamide